CN1CCC(CC1)C(=O)[O-] 1-methylpiperidin-4-carboxylate